4-(4-Aminophenyl)-3-(3-fluoro-4-(4-methylpyrimidin-2-yl)oxo-phenyl)-5-vinyl-1H-pyrrole-2-carboxamide NC1=CC=C(C=C1)C=1C(=C(NC1C=C)C(=O)N)C1C(C(=C(C=C1)C1=NC=CC(=N1)C)F)=O